cis-3-(4-iodo-1H-pyrazol-1-yl)cyclobutanol IC=1C=NN(C1)[C@H]1C[C@H](C1)O